NC1CCC(CC1)[C@H](C)N1C[C@H](OC2=C1C=C(C=C2F)C2=NNC(O2)=O)C 5-[(2R)-4-{(1S)-1-[(1R,4S)-4-aminocyclohexyl]ethyl}-8-fluoro-2-methyl-3,4-dihydro-2H-1,4-benzoxazin-6-yl]-1,3,4-oxadiazol-2(3H)-one